rac-(57R,8s)-8-hydroxy-5-methyl-5,6,7,8-tetrahydroquinolin O[C@H]1CCC(C=2C=CC=NC12)C |r|